FC(C(=O)OCC1CCC(CC1)OCCCS(=O)(=O)C1=CC(=C(C=C1)NC1=NC(=C(C=C1)C(F)(F)F)C=1C=NN(C1)C)C)(F)F [4-[3-[3-Methyl-4-[[6-(1-methylpyrazol-4-yl)-5-(trifluoromethyl)-2-pyridyl]amino]phenyl] sulfonylpropoxy]cyclohexyl]methyl 2,2,2-trifluoroacetate